tert-butyl (2S)-2-(2-ethenylphenyl)pyrrolidine-1-carboxylate C(=C)C1=C(C=CC=C1)[C@H]1N(CCC1)C(=O)OC(C)(C)C